NC=1C=C(C=C(C1)C(F)(F)F)[C@@H](C)NC(=O)C1=NN(C(C=C1N(C(OC(C)(C)C)=O)C)=O)C1=C(C=CC=C1)F tert-butyl N-[3-[[(1R)-1-[3-amino-5-(trifluoromethyl) phenyl] ethyl] carbamoyl]-1-(2-fluorophenyl)-6-oxopyridazin-4-yl]-N-methyl-carbamate